[C@H]12CN(C[C@H](CC1)N2)C=2C1=C(N=C(N2)OC[C@H]2N(CCC2)C)CN(CC1)C=1C=CC=C2CCCC(C12)CC#N 2-(8-(4-((1R,5S)-3,8-diazabicyclo[3.2.1]octan-3-yl)-2-(((S)-1-methylpyrrolidin-2-yl)methoxy)-5,8-dihydropyrido[3,4-d]pyrimidin-7(6H)-yl)-1,2,3,4-tetrahydronaphthalen-1-yl)acetonitrile